5-[5-({cis-3-[4-(trifluoromethoxy)phenyl]cyclobutyl}oxy)pyrazin-2-yl]isoxazol-3-ol FC(OC1=CC=C(C=C1)[C@H]1C[C@H](C1)OC=1N=CC(=NC1)C1=CC(=NO1)O)(F)F